6-((2S)-2-((1aR,3aR,3bS,5aS,6R,8aS,8bS,10aR)-10-methoxy-3a,5a-dimethylhexadecahydrocyclopenta[a]cyclopropa[2,3]cyclopenta[1,2-f]naphthalen-6-yl)propoxy)-N-methylnicotinamide COC1[C@@]23[C@@]([C@H]4CC[C@]5([C@H]([C@@H]4C1)CC[C@@H]5[C@@H](COC5=NC=C(C(=O)NC)C=C5)C)C)(CC[C@@H]2C3)C